(R)-((2'-amino-6-(3-methylmorpholino)-[2,5'-bipyrimidin]-4-yl)imino)-dimethyl-λ6-sulfanone NC1=NC=C(C=N1)C1=NC(=CC(=N1)N=S(=O)(C)C)N1[C@@H](COCC1)C